10-(2-(3,4-dichlorophenyl)indolizin-3-yl)-10H-phenothiazine ClC=1C=C(C=CC1Cl)C=1C=C2C=CC=CN2C1N1C2=CC=CC=C2SC=2C=CC=CC12